tri(2-butoxyethyl) phosphate P(=O)(OCCOCCCC)(OCCOCCCC)OCCOCCCC